(R)-2-(2-(4-chlorophenyl)-6,7-dihydro-oxazolo[4,5-c]pyridin-5(4H)-yl)-4-((1-(hydroxymethyl)cyclobutyl)amino)-6,7-dihydro-thieno[3,2-d]pyrimidine 5-oxide ClC1=CC=C(C=C1)C=1OC2=C(CN(CC2)C=2N=C(C3=C(N2)CC[S@]3=O)NC3(CCC3)CO)N1